(E)-1-(2,4-dichlorophenyl)-2-((4-fluoro-1-methyl-3-(trifluoromethyl)-1H-pyrazol-5-yl)oxy)ethan-1-one-O-isobutyl oxime C(C(C)C)O\N=C(\COC1=C(C(=NN1C)C(F)(F)F)F)/C1=C(C=C(C=C1)Cl)Cl